C(C1=CC=CC=C1)(=O)OC(C)C(C(C(C(C)C=CCCCCC)CCC)OC(C1=CC=CC=C1)=O)CCC 3,5-Di-n-propyl-6-(1-n-heptenyl)-2,4-heptanediol dibenzoate